2-Chloro-4-hydroxy-phenylboronic acid ClC1=C(C=CC(=C1)O)B(O)O